tri(phosphonomethyl)amine P(=O)(O)(O)CN(CP(=O)(O)O)CP(=O)(O)O